4-amino-3-(4-phenoxyphenyl)-1H-pyrazolo[3,4-d]Pyrimidine NC1=C2C(=NC=N1)NN=C2C2=CC=C(C=C2)OC2=CC=CC=C2